6-[6-[[4-(oxetan-3-yl)piperazin-1-yl]methyl]pyridazin-3-yl]oxypyrazolo[1,5-a]pyridine O1CC(C1)N1CCN(CC1)CC1=CC=C(N=N1)OC=1C=CC=2N(C1)N=CC2